NC1=NC=NN2C1=C(C(=C2C(C)C)C#CCC2CCCCC2)C(=O)NC2=CC=C(C=C2)COC 4-amino-6-(3-cyclohexylprop-1-yn-1-yl)-7-isopropyl-N-(4-(methoxymethyl)phenyl)pyrrolo[2,1-f][1,2,4]triazine-5-carboxamide